CC(CC(C)C(CO)CCC(CC(C)(C)C)C)(C)C 2-(4,4-dimethylpentan-2-yl)-5,7,7-trimethyloctan-1-ol